oxazepino[6,5-c]quinoline-5,6(1H,7H)-dione C1C=NOC(C=2C(NC=3C=CC=CC3C21)=O)=O